Cl.CN(CCOC=1C=C(C=CC1)C1=NN(C(=C1)C1=CC=CC=C1)CC(=O)N[C@@H](CC(C)C)B(O)O)C (R)-(1-(2-(3-(3-(2-(dimethylamino)ethoxy)phenyl)-5-phenyl-1H-pyrazol-1-yl)acetamido)-3-methylbutyl)boronic acid hydrochloride